Cl.Cl.C[C@H]1OC2=C(CNC1)N=C(C=C2)O (R)-2-methyl-2,3,4,5-tetrahydropyrido[2,3-f][1,4]oxazepin-7-ol dihydrochloride